[C@@H]12CCC[C@@H](CC1)N2C[C@@H]2[C@H]([C@]1([C@](C=3C(=NC(=CC3O1)OC)OC)([C@@H]2O)O)C2=CC=C(C=C2)N=[N+]=[N-])C2=CC=CC=C2 (5aR,6S,7S,8R,8aS)-7-(((1R,5S)-8-azabicyclo[3.2.1]oct-8-yl)methyl)-5a-(4-azidophenyl)-1,3-dimethoxy-6-phenyl-5a,6,7,8-tetrahydro-8aH-cyclopenta[4,5]furo[3,2-c]pyridine-8,8a-diol